FC=1C=C(C=CC1[N+](=O)[O-])S(=O)(=O)N1CCC(CC1)CN1CCC(CC1)C1=CC=C2C(=NN(C2=C1)C)N1C(NC(CC1)=O)=O 1-(6-(1-((1-((3-Fluoro-4-nitrophenyl)sulfonyl)piperidin-4-yl)methyl)piperidin-4-yl)-1-methyl-1H-indazol-3-yl)dihydropyrimidine-2,4(1H,3H)-dione